(S)-3-(2-(3-(2-fluoro-3-methoxyphenyl)azetidin-1-yl)-2-oxoethyl)pyrrolidine-1-carbonitrile FC1=C(C=CC=C1OC)C1CN(C1)C(C[C@H]1CN(CC1)C#N)=O